C=1NC=C2C=CC=CC12 ISOINDOLE